C1(=CC=CC=C1)C(N1N=C(C=CC1=O)C=1C=NC(=NC1)OCC(F)(F)F)([2H])[2H] 2-(phenylmethyl-d2)-6-(2-(2,2,2-trifluoroethoxy)pyrimidin-5-yl)pyridazin-3(2H)-one